OC(COC1=CC=C(C(=O)NC=2SC=C(N2)C(C)(C)C2=CC=C(C=C2)OC)C=C1)C 4-(2-hydroxypropoxy)-N-(4-(2-(4-methoxyphenyl)propan-2-yl)thiazol-2-yl)benzamide